LITHIUM BIS(TRIMETHYLSILYL)AMIDE C[Si](C)(C)[N-][Si](C)(C)C.[Li+]